2-bromo-2-methyl-1-(3-methyl-1H-indol-1-yl)propane-1-one BrC(C(=O)N1C=C(C2=CC=CC=C12)C)(C)C